4-chloro-6-(2,5-dimethyl-1H-pyrrol-1-yl)pyrimidine ClC1=NC=NC(=C1)N1C(=CC=C1C)C